OC1=CC=C(C=C1)CC1=C(C(=CC(=C1)CC1=CC(=C(C(=C1)CC1=CC=C(C=C1)O)O)CC1=CC=C(C=C1)O)CC1=CC=C(C=C1)O)O 2,2',6,6'-tetrakis[(4-hydroxyphenyl)methyl]-4,4'-methylenediphenol